tert-butyl ((2R,4R,5R)-2-((S)-1-(4-fluorophenyl)-1,2,3,4-tetrahydroisoquinoline-2-carbonyl)-5-hydroxytetrahydro-2H-pyran-4-yl)carbamate FC1=CC=C(C=C1)[C@@H]1N(CCC2=CC=CC=C12)C(=O)[C@@H]1OC[C@@H]([C@@H](C1)NC(OC(C)(C)C)=O)O